methoxy-1-(m-toluenesulfonyl)-5-(3,4,5-trifluorophenyl)-1H-imidazol-4-ol COC=1N(C(=C(N1)O)C1=CC(=C(C(=C1)F)F)F)S(=O)(=O)C=1C=C(C)C=CC1